isopropyl (6-bromo-4-chloroquinolin-3-yl)(methyl)carbamate BrC=1C=C2C(=C(C=NC2=CC1)N(C(OC(C)C)=O)C)Cl